BrCCC(=O)N1CCN(CC1)C(CCBr)=O 1,4-di(3-bromopropionyl)piperazine